[Al].[N+](=O)([O-])N(O)C1=CC=CC=C1 (N-nitro-N-phenylhydroxylamine) aluminum salt